N-(2,2-dimethylpropyl)-3-(1H-imidazol-5-yl)-2-[3-(trifluoromethyl)-1H-1,2,4-triazol-5-yl]imidazo[1,2-a]pyrimidine-6-carboxamide CC(CNC(=O)C=1C=NC=2N(C1)C(=C(N2)C2=NC(=NN2)C(F)(F)F)C2=CN=CN2)(C)C